C(#N)C=1C(=NC(=C(C1CC)C#N)N1CCC(CC1)N1[C@@H](CC[C@@H]1C)C)SC(C(=O)N)C1=CC=CC=C1 2-((3,5-dicyano-6-(4-((2R,5S)-2,5-dimethylpyrrolidin-1-yl)piperidin-1-yl)-4-ethylpyridin-2-yl)thio)-2-phenylacetamide